N-methyl-pyrimidine-4-carboxamide hydrochloride Cl.CNC(=O)C1=NC=NC=C1